C(CC\C=C/CC)OC(CCCC(=O)OCCCCCCCBr)OCCC\C=C/CC 7-bromoheptyl 5,5-bis(((Z)-hept-4-en-1-yl)oxy)pentanoate